rac-(3aR,5r,6aS)-5-(4-fluorobenzyl)-2-(2-hydroxy-2-(4-hydroxyphenyl)ethyl)octahydrocyclopenta[c]pyrrol-5-ol FC1=CC=C(CC2(C[C@@H]3[C@@H](CN(C3)CC(C3=CC=C(C=C3)O)O)C2)O)C=C1 |r|